2-fluoro-N-{2-[(2R)-1-methylpyrrolidin-2-yl]-1H-pyrrolo[3,2-c]pyridin-6-yl}-4-(1H-pyrazol-4-yl)benzamide FC1=C(C(=O)NC2=CC3=C(C=N2)C=C(N3)[C@@H]3N(CCC3)C)C=CC(=C1)C=1C=NNC1